BrC=1C=C(C=CC1)C1=CC(=C(N1COCC[Si](C)(C)C)Cl)C(=O)OCC ethyl 5-(3-bromophenyl)-2-chloro-1-((2-(trimethylsilyl) ethoxy) methyl)-1H-pyrrole-3-carboxylate